N=C(NNC(CN1C(SC2=C1C=CC=C2)=O)=O)C2=NC=CC=C2 N'-(imino(pyridin-2-yl)methyl)-2-(2-oxobenzo[d]thiazol-3(2H)-yl)acetohydrazide